2-((3,5-Bis((E)-3,4-dimethoxybenzylidene)-4-oxocyclohexyl)carbamoyl)-1H-imidazol-3-ium trifluoroacetate FC(C(=O)[O-])(F)F.COC=1C=C(\C=C\2/CC(C\C(\C2=O)=C/C2=CC(=C(C=C2)OC)OC)NC(=O)C=2NC=C[NH+]2)C=CC1OC